N-((4,6-dimethyl-2-oxo-1,2-dihydropyridin-3-yl)methyl)-5-(ethyl-d5-(tetrahydro-2H-pyran-4-yl)amino)-4'-formyl-4-methyl-[1,1'-biphenyl]-3-carboxamide CC1=C(C(NC(=C1)C)=O)CNC(=O)C=1C=C(C=C(C1C)N(C1CCOCC1)C(C([2H])([2H])[2H])([2H])[2H])C1=CC=C(C=C1)C=O